R-cyclohexane-1,2-diylbis(imino)-bis(methylene)-bis(2-methoxyphenol) [C@@H]1(C(CCCC1)NCC=1C(=C(C=CC1)O)OC)NCC=1C(=C(C=CC1)O)OC